N1N=CC(=C1)C1=CC=C(C=C1)N1C(C2(CC1)NC1=CC(=CC=C1C2)OCC(C)(C)O)=O (4-(1H-pyrazol-4-yl)phenyl)-6-(2-hydroxy-2-methylpropyloxy)spiro[indoline-2,3'-pyrrolidine]-2'-one